NC(C[N+]1(CCC(CC1)C(=O)N1CCN(CC1)C(=O)C1=C(C=C(C=C1)NC(=O)C=1N(C(=CN1)C1=C(C(=C(C=C1)OC)F)Cl)C)Cl)C)=O N-[4-[4-[1-(2-amino-2-oxo-ethyl)-1-methyl-piperidin-1-ium-4-carbonyl]-piperazine-1-carbonyl]-3-chloro-phenyl]-5-(2-chloro-3-fluoro-4-meth-oxy-phenyl)-1-methyl-imidazole-2-carboxamide